(2S,5R)-2-(N-(4-((tert-butoxycarbonyl) amino) thiazole-2-carbonyl) carbamimidoyl)-7-oxo-1,6-diazabicyclo[3.2.1]octan-6-yl hydrogen sulfate S(=O)(=O)(ON1[C@@H]2CC[C@H](N(C1=O)C2)C(NC(=O)C=2SC=C(N2)NC(=O)OC(C)(C)C)=N)O